N-(4-((1H-pyrazol-1-yl)methyl)-2,3-dihydrobenzofuro[7,6-d]isoxazol-8-yl)-2,4-dimethoxypyridine-3-sulfonamide N1(N=CC=C1)CC1=CC2=C(C(=NO2)NS(=O)(=O)C=2C(=NC=CC2OC)OC)C2=C1CCO2